COC1=CC=C(C=N1)NC(=O)C1(CC1)NC(OC(C)(C)C)=O tert-butyl (1-((6-methoxypyridin-3-yl)carbamoyl)cyclopropyl)carbamate